CC(CC=O)C 3-Methylbutyraldehyde